6-((1S,2S)-2-(4-Cyano-1H-pyrazol-1-yl)cyclobutyl)-4-oxo-1-((R)-1-(tetrahydro-2H-pyran-4-yl)ethyl)-4,5-dihydro-1H-pyrazolo[3,4-d]pyrimidin-3-carbonitril C(#N)C=1C=NN(C1)[C@@H]1[C@H](CC1)C=1NC(C2=C(N1)N(N=C2C#N)[C@H](C)C2CCOCC2)=O